N(C1=CC=CC=C1)C1(NC=CC(=N1)NC1=CC=CC=C1)C(=O)NN 2,4-dianilinopyrimidinehydrazide